7-Chloro-6-((4-(4-methylpiperazin-1-yl)-3-(trifluoromethyl)phenyl)amino)chinolin-5,8-dion ClC1=C(C(C=2C=CC=NC2C1=O)=O)NC1=CC(=C(C=C1)N1CCN(CC1)C)C(F)(F)F